FC([C@@H](C)OC1=CC(=NC=N1)C#N)(F)F |r| (±)-6-((1,1,1-trifluoropropan-2-yl)oxy)pyrimidine-4-carbonitrile